FC1(CC2(C1)CC=C(CC2)C=2C=CC=C1C=C(C=NC21)C(=O)OC)F methyl 8-(2,2-difluorospiro[3.5]non-6-en-7-yl)quinoline-3-carboxylate